O=C1NC(CCC1N1C(C2=CC=CC(=C2C1)NC(CN=[N+]=[N-])=O)=O)=O N-(2-(2,6-dioxopiperidin-3-yl)-1-oxoisoindolin-4-yl)2-azido-acetamide